3-chloro-6-(difluoromethyl)-2-fluorobenzaldehyde ClC=1C(=C(C=O)C(=CC1)C(F)F)F